((S)-(4-chlorophenyl)(3,3-difluorocyclobutyl)methyl)-2-(2,6-dioxopiperidin-3-yl)-1-oxoisoindoline-5-carboxamide ClC1=CC=C(C=C1)[C@H](C1CC(C1)(F)F)C1N(C(C2=CC=C(C=C12)C(=O)N)=O)C1C(NC(CC1)=O)=O